ClC=1C=C2C=C(NC2=CC1)CNC(N(C)C1CN(CCC1)C(=O)C1CCC(CC1)O)=O 3-[(5-chloro-1H-indol-2-yl)methyl]-1-[1-(4-hydroxycyclohexanecarbonyl)piperidin-3-yl]-1-methylurea